dimethylhydroxyethyl-ammonium bromide [Br-].C[NH+](CCO)C